FC=1C=CC(=C(C1)C1(CC1)C(=O)OC(C)(C)C)[N+](=O)[O-] tert-butyl 1-(5-fluoro-2-nitrophenyl)cyclopropane-1-carboxylate